C(C)(C)(C)N(C(O)=O)C1(CCN(CC1)C=1C(=NC=CC1)NC(=O)C1=NC(=CN=C1N)C1=NC(=NC2=CC=C(C=C12)F)C)C.C(N)(=O)C1=NC(=NC=C1)N1CCCCC1 1-(4-carbamoyl-pyrimidin-2-yl)piperidine tert-butyl-(1-(2-(3-amino-6-(6-fluoro-2-methyl-quinazolin-4-yl)pyrazine-2-carboxamido)pyridin-3-yl)-4-methylpiperidin-4-yl)carbamate